Cl.N1(N=CC=2C=NC=CC21)C2=C(C=CC=C2)[C@H](CC2=NC=CC=C2)N (S)-1-[2-(1H-pyrazolo-[4,3-c]pyridine-1-yl)-phenyl]-2-(pyridine-2-yl)ethan-1-amine hydrochloride